3-((5-Bromo-1-(3-(methylsulfonyl)propyl)-1H-indol-2-yl)methyl)-5-fluoro-1-methyl-1,3-dihydro-2H-benzo[d]imidazol-2-one BrC=1C=C2C=C(N(C2=CC1)CCCS(=O)(=O)C)CN1C(N(C2=C1C=C(C=C2)F)C)=O